(S)-(1-(2-ethoxy-4,5-difluorobenzyl)pyrrolidin-3-yl)methanamine disuccinate C(CCC(=O)O)(=O)O.C(CCC(=O)O)(=O)O.C(C)OC1=C(CN2C[C@@H](CC2)CN)C=C(C(=C1)F)F